C1(CC1)C1=C(C=CC=C1)C1=NC(=CC2=C1N=CN2C)N(CC2=CC=C(C=C2)N2N=C(C=C2C)C(F)(F)F)C 4-(2-cyclopropylphenyl)-N,1-dimethyl-N-(4-(5-methyl-3-(trifluoromethyl)-1H-pyrazol-1-yl)benzyl)-1H-imidazo[4,5-c]pyridin-6-amine